alpha-hexylcinnamaldehyde C(CCCCC)C(C=O)=CC1=CC=CC=C1